(2S,5R)-2-(N-((1H-Imidazol-2-yl) methyl) carbamimidoyl)-7-oxo-1,6-diazabicyclo[3.2.1]octan-6-yl hydrogen sulfate S(=O)(=O)(ON1[C@@H]2CC[C@H](N(C1=O)C2)C(NCC=2NC=CN2)=N)O